FC1=C(C(=C(C(=C1F)F)F)F)[B-](C1=C(C(=C(C(=C1F)F)F)F)F)(C1=C(C(=C(C(=C1F)F)F)F)F)C1=C(C(=C(C(=C1F)F)F)F)F.[NH4+] ammonium [tetrakis(perfluorophenyl)borate]